C(C)(C)(C)C1=CC=C(OCC(=O)NC=2C=C(C(=O)O)C=CC2)C=C1 3-(2-(4-tert-butyl-phenoxy)-acetylamino)-benzoic acid